CC(C(=O)OC1C(OC(C(COC(C1CC1=CC=CC=C1)=O)NC(=O)C1=NC=CC(=C1O)OC)=O)C)C 3-[[(3-hydroxy-4-methoxy-2-pyridinyl)carbonyl]amino]-6-methyl-4,9-dioxo-8-(phenylmethyl)-1,5-dioxonan-7-yl 2-methylpropanoate